C(C)C1C(CCC1=O)=O 2-ethyl-1,3-cyclopentanedione